5-(2,2-difluoroethyl)pyridazin-3(2H)-one FC(CC1=CC(NN=C1)=O)F